N-(p-toluenesulfonyl)-D-alanyl-isopropyl alcohol CC1=CC=C(C=C1)S(=O)(=O)N[C@H](C)C(=O)C(C)(C)O